S1C=NC2=C1C=CC=C2NC2=C(NC1=C2C(NCC1)=O)C1=NC(=NC=C1)N(C(OC(C)(C)C)=O)C(=O)OC(C)(C)C tert-butyl N-[4-[3-(1,3-benzothiazol-4-ylamino)-4-oxo-1H,5H,6H,7H-pyrrolo[3,2-c]pyridin-2-yl]pyrimidin-2-yl]-N-(tert-butoxycarbonyl)carbamate